(2S,3S)-(+)-2,3-bis(diphenylphosphino)bicyclo[2.2.1]hept-5-ene C1C2C=CC1[C@@H]([C@H]2P(C3=CC=CC=C3)C4=CC=CC=C4)P(C5=CC=CC=C5)C6=CC=CC=C6